BrC=1C=C2N=CC(=NC2=CC1)C=1C(=NN(C1)[C@@H]1C[C@H](C1)CN(C(OC(C)(C)C)=O)C(=O)OC(C)(C)C)C1CC1 tert-butyl N-[[trans-3-[4-(6-bromoquinoxalin-2-yl)-3-cyclopropyl-pyrazol-1-yl] cyclobutyl] methyl]-N-tert-butoxycarbonyl-carbamate